4-(3-((((1S,3S)-3-aminocyclohexyl)methyl)amino)-1-(1-phenyl-1H-indazol-5-yl)-1H-pyrazol-5-yl)-2-fluorobenzonitrile N[C@@H]1C[C@H](CCC1)CNC1=NN(C(=C1)C1=CC(=C(C#N)C=C1)F)C=1C=C2C=NN(C2=CC1)C1=CC=CC=C1